O1CCN(CC1)C1CC2(C1)CC1CCC(C2)N1C(=O)OC(C)(C)C tert-butyl 3'-morpholinospiro[8-azabicyclo[3.2.1]octane-3,1'-cyclobutane]-8-carboxylate